(5-ethylnaphthalen-1-yl)-4-fluorobenzamide C(C)C1=C2C=CC=C(C2=CC=C1)C1=C(C(=O)N)C=CC(=C1)F